FC(C(=O)N(C(CCCCCCCC(=O)OC)CCCCCCCC(=O)OC)CC1CCN(CC1)C)(CCCCCCC)F dimethyl 9-[2,2-difluorononanoyl-[(1-methyl-4-piperidyl)methyl]amino]heptadecanedioate